(E)-3-(2-fluoro-4-(trifluoromethyl)phenyl)prop-2-enylthioamide FC1=C(C=CC(=C1)C(F)(F)F)/C=C/CS[NH-]